C(C1=CC=CC=C1)N(C(=O)[C@H]1[C@@H]([C@@H]2CC[C@H]([C@@H]3CC[C@]4(OO[C@]32[C@H](O1)O4)C)C)C)C (3R,5aS,6R,8aS,9R,10R,12R,12aR)-N-benzyl-N,3,6,9-tetramethyldecahydro-12H-3,12-epoxypyrano[4,3-j][1,2]benzodioxepin-10-carboxamide